N1CC(C1)C1=CC=C(C=C1)C1(CC1)C#N 1-[4-(azetidin-3-yl)phenyl]cyclopropane-carbonitrile